5-(2-(((tert-butyldimethylsilyl)oxy)methyl)thieno[3,2-b]pyridin-7-yl)-7-chloro-4-(5-(((tetrahydro-2H-pyran-2-yl)oxy)methyl)tetrahydrofuran-3-yl)-3,4-dihydro-2H-benzo[b][1,4]oxazine [Si](C)(C)(C(C)(C)C)OCC1=CC2=NC=CC(=C2S1)C1=CC(=CC=2OCCN(C21)C2COC(C2)COC2OCCCC2)Cl